(3S,4r,5R)-1-(2,6-difluoro-4-(trifluoromethyl)phenethyl)piperidine-3,4,5-triol FC1=C(CCN2C[C@@H](C([C@@H](C2)O)O)O)C(=CC(=C1)C(F)(F)F)F